CN1C2=C(OCC1)N=CC(=C2)S(=O)(=O)N2CCC1(C[C@H](CO1)NC(OC(C)(C)C)=O)CC2 (R)-tert-butyl (8-((1-methyl-2,3-dihydro-1H-pyrido[2,3-b][1,4]oxazin-7-yl)sulfonyl)-1-oxa-8-azaspiro[4.5]decan-3-yl)carbamate